C(C)(C)(C)OC(=O)C1=C(SC2=NC=C(C=C21)F)NC2=C(C=C(C=C2)I)F 2-((2-fluoro-4-iodophenyl)amino)-5-fluorothieno[2,3-b]pyridine-3-carboxylic acid tert-butyl ester